3-[(2,4-difluorophenyl)sulfanyl]pyridazine-4-carbonitrile FC1=C(C=CC(=C1)F)SC=1N=NC=CC1C#N